CN1N=C(C=C1OC(C1=C(C=C(C=C1)C(F)(F)F)S(=O)(=O)C)=O)C 2-methylsulfonyl-4-trifluoromethyl-benzoic acid (1,3-dimethyl pyrazole-5-yl) ester